C(CCCCC)NC(CC)C 3-Hexylaminobutan